2-(4,4-Difluoropiperidin-1-yl)-5-(piperidin-1-yl)-N-(2-sulfamoylpyridin-4-yl)nicotinamide 1-hydroxypyrene-1,3,6-trisulfonate OC1(CC(=C2C=CC=3C(=CC=C4C=CC1=C2C34)S(=O)(=O)O)S(=O)(=O)O)S(=O)(=O)O.FC3(CCN(CC3)C3=C(C(=O)NC4=CC(=NC=C4)S(N)(=O)=O)C=C(C=N3)N3CCCCC3)F